N-(azetidin-3-yl)-1-(benzyloxy)cyclopropanecarboxamide N1CC(C1)NC(=O)C1(CC1)OCC1=CC=CC=C1